C(C1=CC=CC=C1)OC1(CCC1)O Benzyloxycyclobutanol